FC=1C=NN(C1)C[C@](C(=O)NC=1C=C2C=NC=NC2=CC1)(C)O (S)-3-(4-Fluoro-1H-pyrazol-1-yl)-2-hydroxy-2-methyl-N-(quinazolin-6-yl)propanamide